(S)-(2,3,4,5-tetrahydro-1H-benzo[c]azepin-4-yl)carbamic acid tert-butyl ester C(C)(C)(C)OC(N[C@H]1CC2=C(CNC1)C=CC=C2)=O